Cl.Cl.N[C@H](CCNC)C [(3S)-3-Aminobutyl]methylamine dihydrochloride